ClC1=CC=CC(=N1)C12CN(CC2C1)C=1C=C(C#N)C=C(C1)F 3-(1-(6-chloropyridin-2-yl)-3-azabicyclo[3.1.0]hexan-3-yl)-5-fluorobenzonitrile